C(C)(=O)NC1=NC=CC(=C1)NC(OC(C)(C)C)=O tert-butyl (2-acetamidopyridin-4-yl)carbamate